2,4-Dichloro-N-(4-Iodophenyl)Benzimidamide ClC1=C(C(NC2=CC=C(C=C2)I)=N)C=CC(=C1)Cl